ClC1=C(C=C(C=C1)S(=O)(=O)NC=1C(=NC=C(C1)C)OC1=CC=C(C=C1)[C@@H](C)NC(C=C)=O)C(F)(F)F (R)-N-(1-(4-((3-((4-chloro-3-(trifluoromethyl)phenyl)sulfonamido)-5-methylpyridin-2-yl)oxy)phenyl)ethyl)acrylamide